ClC1=C(C=C(C=C1)C1=CC=C(C=C1)O)C(=O)C1=CC=C(C=C1)O[C@H]1COCC1 (R)-[4-chloro-4'-hydroxy-(1,1'-biphenyl)-3-yl]{4-[(tetrahydrofuran-3-yl)oxy]phenyl}methanone